4-((1'-methyl-1'H-spiro[cyclohexane-1,4'-pyrimido[5',4':4,5]pyrrolo[2,1-c][1,2,4]triazin]-7'-yl)amino)benzenesulfonamide CN1N=CC2(N3C1=CC1=C3N=C(N=C1)NC1=CC=C(C=C1)S(=O)(=O)N)CCCCC2